C(=O)NC=1C(=CC(=C(C1)NC(C=C)=O)N1CCOCC1)OC N-(5-Formamido-4-methoxy-2-morpholinophenyl)acrylamid